diethylguanidine phthalate C(C=1C(C(=O)O)=CC=CC1)(=O)O.C(C)NC(NCC)=N